1,3-butanediol tert-Butyl-(4-(8-amino-3-(2-methylpyrimidin-5-yl)imidazo[1,5-a]pyrazin-1-yl)-2-methoxyphenyl)carbamate C(C)(C)(C)N(C(O)=O)C1=C(C=C(C=C1)C=1N=C(N2C1C(=NC=C2)N)C=2C=NC(=NC2)C)OC.C(CC(C)O)O